BrC1=CN=C(C2=CC=CC=C12)NC(=O)C=1C=C(C=2N(N1)C=C(N2)C)C N-(4-bromo-1-isoquinolyl)-2,8-dimethyl-imidazo[1,2-b]pyridazine-6-carboxamide